C(C)(C)(C)N1N=C(C(=C1F)F)F 1-tertiary butyl-3,4,5-trifluoropyrazole